N-(2-((3-phenylpropyl)carbamoyl)phenyl)-1-naphthamide C1(=CC=CC=C1)CCCNC(=O)C1=C(C=CC=C1)NC(=O)C1=CC=CC2=CC=CC=C12